C1(CC1)C=1C(=CC=2N(N1)C(=CN2)C2=C(C=C(C(=N2)N[C@H]2CNC[C@@H](C2)C(F)(F)F)F)F)OC 6-(6-cyclopropyl-7-methoxyimidazo[1,2-b]pyridazin-3-yl)-3,5-difluoro-N-((3R,5R)-5-(trifluoromethyl)piperidin-3-yl)pyridin-2-amine